(E)-2-(2,6-Dioxopiperidin-3-yl)-5-(4-(1-(3-(4-(1-(4-hydroxyphenyl)-2-phenylbut-1-en-1-yl)phenyl)propyl)piperidin-4-yl)piperazin-1-yl)isoindolin-1,3-dion O=C1NC(CCC1N1C(C2=CC=C(C=C2C1=O)N1CCN(CC1)C1CCN(CC1)CCCC1=CC=C(C=C1)/C(=C(/CC)\C1=CC=CC=C1)/C1=CC=C(C=C1)O)=O)=O